benzo[1,2,5]thiadiazolesulfonyl chloride N1=C2C(=NS1)C(=CC=C2)S(=O)(=O)Cl